MAGNESIUM INDIUM ZINC OXIDE [O-2].[Zn+2].[In+3].[Mg+2]